C(#N)C1N(CSC1)C(CC1=NC2=CC=C(C=C2C(=C1)C(=O)N)C1(CC1)C1=NOC(=C1)C)=O (2-(4-Cyanothiazolidin-3-yl)-2-oxoethyl)-6-(1-(5-methylisoxazol-3-yl)cyclopropyl)quinoline-4-carboxamide